NC1=NC(=C(C=2N1N=C(N2)CN2N=NN=C2C2=NC=CC=C2)C2=NN(C(C=C2)=O)C)C2=C(C#N)C=CC=C2 (5-amino-8-(1-methyl-6-oxo-1,6-dihydropyridazin-3-yl)-2-((5-(pyridin-2-yl)-1H-tetrazol-1-yl)methyl)-[1,2,4]triazolo[1,5-c]pyrimidin-7-yl)benzonitrile